triethylammonia C(C)N(CC)CC